C(#N)CC1CC2C(N1C(=O)OC(C)(C)C)CCC2 tert-Butyl 2-(cyanomethyl)hexahydrocyclopenta[b]pyrrole-1(2H)-carboxylate